OC1=CC(=C2CCCC2=C1)SCCC(=O)OCC(CCCC)CC 2-Ethylhexyl 3-((6-hydroxy-2,3-dihydro-1H-inden-4-yl)thio)propanoate